C(C1=CC=CC=C1)OC[C@H]1C[C@H](NC1=O)C(=O)N(C)C1=CC(=C(C=C1)F)Cl (2S,4R)-4-(benzyloxymethyl)-N-(3-chloro-4-fluoro-phenyl)-N-methyl-5-oxo-pyrrolidine-2-carboxamide